4-methoxypicolinate COC1=CC(=NC=C1)C(=O)[O-]